(S)-((1-(tert-butoxycarbonyl)pyrrolidin-3-yl)methyl)zinc(II) iodide [I-].C(C)(C)(C)OC(=O)N1C[C@H](CC1)C[Zn+]